2,3-dimethyl-1-(oxiran-2-ylmethyl)-1H-indole CC=1N(C2=CC=CC=C2C1C)CC1OC1